2-isopropyl-N,4-dimethoxy-N-methylthieno[2',3':5,6]benzo[1,2-d]oxazole-7-carboxamide C(C)(C)C=1OC2=C(N1)C1=C(C=C2OC)SC(=C1)C(=O)N(C)OC